FC1=CC(=C(CC2(CCC2)C#N)C=C1)C(F)(F)F 1-(4-fluoro-2-(trifluoromethyl)benzyl)cyclobutane-1-carbonitrile